NC1=NC=NC=2N(C3=CC=C(C=C3C21)C(=O)OC)CC(=O)N2[C@@H]1C[C@@H]1C[C@H]2C(NC2=NC(=CC=C2)Br)=O methyl 4-amino-9-(2-((1R,3S,5R)-3-((6-bromopyridin-2-yl) carbamoyl)-2-azabicyclo[3.1.0]hex-2-yl)-2-oxoethyl)-9H-pyrimido[4,5-b]indole-6-carboxylate